C(C)(C)(C)OC(=O)N1C(C2=CN=C(C=C2CC1)C1=CC=C(C=C1)C(C)(C)C)=O 6-(4-(tert-butyl)phenyl)-1-oxo-3,4-dihydro-2,7-naphthyridine-2(1H)-carboxylic acid tert-butyl ester